FC(C1=NN=C(O1)C1=CC(=C(C=C1)CN1N=NC(=C1)C=1C=C2C=NC(=NC2=CC1)NC)F)F 6-[1-({4-[5-(Difluoromethyl)-1,3,4-oxadiazol-2-yl]-2-fluorophenyl}methyl)-1H-1,2,3-triazol-4-yl]-N-methylquinazolin-2-amine